FC=1C=C(C=CC1C1(C(C=C(C2=CC=CC=C12)\N=N\[H])S(=O)(=O)O)N)C1=CC(=C(C=C1)C1(C(C=C(C2=CC=CC=C12)\N=N\[H])S(=O)(=O)O)N)F 1,1'-(3,3'-difluoro[1,1'-biphenyl]-4,4'-diyl)bis{1-amino-4-[(E)-diazenyl]naphthalene-2-sulfonic acid}